NC=1SC2=C(N1)C(=CC=C2F)C2=C(C=C1C(=NC(=NC1=C2F)OCC21CCCN1CCC2)N2CC1(C(NC(N1)=O)=O)CCC2)F 7-(7-(2-amino-7-fluorobenzo[d]thiazol-4-yl)-6,8-difluoro-2-((tetrahydro-1H-pyrrolizin-7a(5H)-yl)methoxy)quinazolin-4-yl)-1,3,7-triazaspiro[4.5]decane-2,4-dione